piperidinyl-methyl-purinamine N1(CCCCC1)C1=C2NC(=NC2=NC(=N1)N)C